ClC1=C(C=2N=C(N=C(C2C=N1)N1C[C@H]2[C@@H](CC1)CCN2C(=O)OC(C)(C)C)OCC2(CC2)CN(C)C)F tert-butyl (3aS,7aR)-6-(7-chloro-2-((1-((dimethylamino)methyl)cyclopropyl)methoxy)-8-fluoropyrido[4,3-d]pyrimidin-4-yl)octahydro-1H-pyrrolo[2,3-c]pyridine-1-carboxylate